3-(N-methylpiperidin-4-yl)trifluoro-2-propanone hydrochloride Cl.CN1CCC(CC1)CC(C(F)(F)F)=O